N-(8-methyl-8-azabicyclo[3.2.1]octan-3-yl)-6-[4-(prop-2-enoylamino)-6-quinolyl]pyridine-2-carboxamide CN1C2CC(CC1CC2)NC(=O)C2=NC(=CC=C2)C=2C=C1C(=CC=NC1=CC2)NC(C=C)=O